N-((R)-1-(4-amino-7-(3-fluoro-4-(1H-tetrazol-1-yl)phenyl)pyrrolo[2,1-f][1,2,4]triazin-5-yl)piperidin-3-yl)-2-methylthiazole-5-carboxamide NC1=NC=NN2C1=C(C=C2C2=CC(=C(C=C2)N2N=NN=C2)F)N2C[C@@H](CCC2)NC(=O)C2=CN=C(S2)C